FC1(CC(C1)N1N=C(N=N1)C1(CCN(CC1)C(=O)OC(C)(C)C)C(F)(F)F)F tert-butyl 4-(2-(3,3-difluorocyclobutyl)-2H-tetrazol-5-yl)-4-(trifluoromethyl)piperidine-1-carboxylate